ClCCCCCCOCCOCCOCCOCCCCCC(=O)NC1CC(C1)CN1[C@H](C[C@@]2(CC1)OCCC1=C2C=C(S1)CC)C 6-[2-[2-[2-(6-chlorohexoxy)ethoxy]ethoxy]ethoxy]-N-[3-[[(2'S,4R)-2-ethyl-2'-methyl-spiro[6,7-dihydrothieno[3,2-c]pyran-4,4'-piperidine]-1'-yl]methyl]cyclobutyl]hexanamide